C(C)(C)(C)C=1C=CC(=C(C1)N(C1=CC=C(C=N1)C(=O)OC)CC)C Methyl 6-[(5-tert-butyl-2-methylphenyl)(ethyl)amino]pyridine-3-carboxylate